CC1=C(C=NN1C(F)(F)F)C1=NC(=NC(=C1)N1CC(C1)NC)N 4-(5-Methyl-1-(trifluoromethyl)-1H-pyrazol-4-yl)-6-(3-(methylamino)azetidin-1-yl)pyrimidin-2-amine